(S)-10-((5-chloro-2-((S)-2-methylthiomorpholino)pyrimidin-4-yl)amino)-2-cyclopropyl-3,3-difluoro-7-methyl-1,2,3,4-tetrahydro-[1,4]oxazepino[2,3-c]quinolin-6(7H)-one ClC=1C(=NC(=NC1)N1C[C@@H](SCC1)C)NC1=CC=2C3=C(C(N(C2C=C1)C)=O)OCC([C@@H](N3)C3CC3)(F)F